4-((2-ethoxy-4-(1-methyl-1H-pyrazol-4-yl)phenyl)amino)-N-(methyl-d3)Pyridazine-3-carboxamide glycidyl-(S)-m-nitrobenzenesulfonate C(C1CO1)OS(=O)(=O)C1=CC(=CC=C1)[N+](=O)[O-].C(C)OC1=C(C=CC(=C1)C=1C=NN(C1)C)NC1=C(N=NC=C1)C(=O)NC([2H])([2H])[2H]